3-aminothiazolone NN1CS(C=C1)=O